C(C)O[Si](CCCN(CN1C(N(C2C1N(C(N2COCC)=O)COCC)COCC)=O)C)(OCC)OCC 1-(5-triethoxysilyl-2-aza-2-methyl-pentyl)-3,4,6-triethoxymethyl-tetrahydro-imidazo[4,5-d]imidazole-2,5-dione